C(C)(C)(C)OC(=O)N[C@H](C(=O)OC[C@@H](CC)NC1=NC(=C2N=CN(C2=N1)C(C)C)N(C1=CC=CC=C1)C)C(C)C [(2R)-2-[[9-isopropyl-6-(N-methylanilino)purin-2-yl]amino]butyl] (2S)-2-(tert-butoxycarbonylamino)-3-methyl-butanoate